CC(CC=N[S@](=O)C(C)(C)C)CCC=C(C)C (R)-N-(3,7-dimethyloct-6-en-1-ylidene)-2-methylpropane-2-sulfinamide